C(C)(C)(C)[Si](C)(C)Cl tert-butyl-(dimethyl)silyl chloride